CC(COC(CCC(=O)O)=O)(CC)N=O 4-[2-methyl-2-(nitroso)butoxy]-4-oxobutanoic acid